N-ethyl-2-[(3-ethynyl-8-methyl-6-quinolinyl)oxy]-2-methylthio-acetamide C(C)NC(C(SC)OC=1C=C2C=C(C=NC2=C(C1)C)C#C)=O